ClC=1C=CC(=NC1C(F)(F)F)[C@H](NC(=O)N1[C@@H](C(NCC1)=O)C)[C@@H]1C[C@@H](C1)C(F)(F)F |o1:11| (2R)-N-((R or S)-(5-chloro-6-(trifluoromethyl)pyridin-2-yl)(cis-3-(trifluoromethyl)-cyclobutyl)methyl)-2-methyl-3-oxopiperazine-1-carboxamide